1'-methyl-6-(4,4,5,5-tetramethyl-1,3,2-dioxaborolan-2-yl)-3H-spiro[benzofuran-2,4'-piperidine] CN1CCC2(CC1)OC1=C(C2)C=CC(=C1)B1OC(C(O1)(C)C)(C)C